1-((2-aminothiazol-5-yl)methyl)-N-(1-(p-tolyl)ethyl)piperidine-4-carboxamide NC=1SC(=CN1)CN1CCC(CC1)C(=O)NC(C)C1=CC=C(C=C1)C